(R)-3-((1-hydroxypyridino[3,4-d]pyridazin-4-yl)amino)piperidin OC1=C2C(=C(N=N1)N[C@H]1CNCCC1)C=NC=C2